O(C(C)C)[Sn](CCCC)(OC(C)C)OC(C)C triisopropoxyl-monobutyl-tin